methyl (3,5-di-tert-butyl-4-hydroxyhydrocinnamate) C(C)(C)(C)C=1C=C(CCC(=O)OC)C=C(C1O)C(C)(C)C